SUlfate S(=O)(=O)([O-])[O-]